propyl-phosphonium bromide [Br-].C(CC)[PH3+]